3-bromo-5-nitro-N-(tetrahydro-2H-pyran-4-yl)pyridin-4-amine BrC=1C=NC=C(C1NC1CCOCC1)[N+](=O)[O-]